tertiary-butanol C(C)(C)(C)O